ClC1=CC=C(C(=O)OC[C@H]2O[C@H](C[C@@H]2OC(C2=CC=C(C=C2)Cl)=O)C#N)C=C1 ((2R,3S,5R)-3-((4-Chlorobenzoyl)oxy)-5-cyanotetrahydrofuran-2-yl)methyl 4-chlorobenzoate